CO[C@@H]1C[C@H](N(C1)C)CO [(2S,4R)-4-methoxy-1-methylpyrrolidin-2-yl]methanol